(S)-3-amino-3-(4-fluoro-4'-methoxy-2',6'-dimethyl-5-(Trifluoromethyl)-[1,1'-biphenyl]-3-yl)propionate hydrochloride Cl.N[C@@H](CC(=O)O)C=1C=C(C=C(C1F)C(F)(F)F)C1=C(C=C(C=C1C)OC)C